FC1(CCN(CC1)[C@@H](C)C=1C=C(C(=O)N2CC3(C4=CC(=CC=C24)NS(=O)(=O)C)CCC2(CC3)CC2)C=CC1)F (S)-N-(1''-(3-(1-(4,4-difluoropiperidin-1-yl)ethyl)benzoyl)dispiro[cyclopropane-1,1'-cyclohexane-4',3''-indolin]-5''-yl)methanesulfonamide